CCCCCCCC\C=C\CCCCCCCC (E)-9-Octadecen